3-(2-methoxypyridin-4-yl)-1H-indole-2-carboxylic acid COC1=NC=CC(=C1)C1=C(NC2=CC=CC=C12)C(=O)O